FC=1C=C(C=C(C1)OCC(F)(F)F)C(C)NC(=O)NC1CC2(C1)CCC2 1-{1-[3-fluoro-5-(2,2,2-trifluoro-ethoxy)-phenyl]-ethyl}-3-spiro[3.3]hept-2-yl-urea